The molecule is a tetrahydropterin that is 5,6,7,8-tetrahydrobiopterin carrying an additional hydroxy substituent at the 4a-position. It has a role as a human metabolite. It is a tetrahydropterin and a hemiaminal. It derives from a 5,6,7,8-tetrahydrobiopterin. CC(C(C1CN=C2C(N1)(C(=O)NC(=N2)N)O)O)O